(2S,3R,4R,5R)-4-(aminomethyl)-3-(3-chloro-2-fluorophenyl)-4-(4-chloro-2-fluorophenyl)-5-Neopentylpyrrolidine-2-carboxylic acid NC[C@@]1([C@@H]([C@H](N[C@@H]1CC(C)(C)C)C(=O)O)C1=C(C(=CC=C1)Cl)F)C1=C(C=C(C=C1)Cl)F